C(CCC)[Sn](C1=CC=NS1)(CCCC)CCCC 5-(tributylstannyl)isothiazole